(2R,3R,4R,5S)-1-(5-butoxypentyl)-2-(hydroxymethyl)piperidine-3,4,5-triol C(CCC)OCCCCCN1[C@@H]([C@H]([C@@H]([C@H](C1)O)O)O)CO